The molecule is a tetrapeptide composed of L-aspartic acid, L-valine, glycine and L-proline joined in sequence by peptide linkages. It has a role as a metabolite. It derives from a L-aspartic acid, a L-valine, a glycine and a L-proline. CC(C)[C@@H](C(=O)NCC(=O)N1CCC[C@H]1C(=O)O)NC(=O)[C@H](CC(=O)O)N